FC(C(=O)NCCC1CCC=2C=CC=3N=C(OC3C12)C)(F)F 2,2,2-trifluoro-N-[2-(2-methyl-7,8-dihydro-6H-indeno[5,4-d][1,3]oxazol-8-yl)ethyl]acetamide